methylene-disodium phosphate P(=O)(O)(O)O.C([Na])[Na]